N1=CN=C2NC=NC2=C1N[C@@H](C)C=1OC2=CC=C(C=C2C(C1C1=CC(=CC=C1)F)=O)F (S)-2-(1-(9H-purin-6-ylamino)ethyl)-6-fluoro-3-(3-fluorophenyl)-4H-chromen-4-one